6-(3-ethynylisoquinolin-7-yl)-5-(3-fluoro-4-((4-methylpyrimidin-2-yl)oxy)phenyl)-7-methyl-7H-pyrrolo[2,3-d]pyrimidin-4-amine C(#C)C=1N=CC2=CC(=CC=C2C1)C1=C(C2=C(N=CN=C2N)N1C)C1=CC(=C(C=C1)OC1=NC=CC(=N1)C)F